3-hydroxy-cyclohexane OC1CCCCC1